F[C@@H]1CNCC[C@H]1OCC#CC1=CC=CC=2N(C(N(C21)C)=O)N2C(CCCC2=O)=O [4-[3-[[(3R,4R)-3-fluoro-4-piperidinyl]oxy]prop-1-ynyl]-3-methyl-2-oxo-benzoimidazol-1-yl]piperidine-2,6-dione